4-(1-(6-(((R)-1-(3-cyano-2-methylphenyl)ethyl)amino)-5-(1,3-dioxolan-2-yl)-2-methylpyrimidin-4-yl)-2-(morpholino-amino)-2-oxoethyl)piperazine-1-carboxylic acid tert-butyl ester C(C)(C)(C)OC(=O)N1CCN(CC1)C(C(=O)NN1CCOCC1)C1=NC(=NC(=C1C1OCCO1)N[C@H](C)C1=C(C(=CC=C1)C#N)C)C